CC1=NC=C(C=N1)OB(O)O (2-methyl-pyrimidin-5-yl)boric acid